4-[2-(cyclohexyloxy)-5-(methylsulfonyl)phenyl]-6-methyl-1,6-dihydro-7H-pyrrolo[2,3-c]pyridin-7-one C1(CCCCC1)OC1=C(C=C(C=C1)S(=O)(=O)C)C=1C2=C(C(N(C1)C)=O)NC=C2